methyl-6-oxo-4-(thiophen-2-yl)-4,5,6,7-tetrahydro-2H-pyrazolo[3,4-b]Pyridine-5-carbonitrile CN1N=C2NC(C(C(C2=C1)C=1SC=CC1)C#N)=O